((2S,4S)-4-((4-(4-(trifluoromethyl)phenyl)phthalazin-1-yl)amino)pyrrolidin-2-yl)methanol hydrochloride Cl.FC(C1=CC=C(C=C1)C1=NN=C(C2=CC=CC=C12)N[C@H]1C[C@H](NC1)CO)(F)F